6-(4-(4-(hex-5-ynyloxy)phenyl)piperidin-1-yl)-3-(trifluoromethyl)-7,8-dihydro-[1,2,4]triazolo[4,3-b]pyridazine C(CCCC#C)OC1=CC=C(C=C1)C1CCN(CC1)C=1CCC=2N(N1)C(=NN2)C(F)(F)F